2-(7-fluoro-1,5-naphthyridin-4-yl)-3-iodo-1h,5h,6h,7h-pyrrolo[3,2-c]pyridin-4-one FC1=CN=C2C(=CC=NC2=C1)C1=C(C=2C(NCCC2N1)=O)I